(3S,4S)-4-(4-bromophenyl)-3-fluoro-piperidine hydrochloride Cl.BrC1=CC=C(C=C1)[C@H]1[C@@H](CNCC1)F